tert-Butyl-(5RS,8RS)-2-(2,4-difluorobenzyl)-8-methyl-3-oxo-2,3,5,6,7,8-hexahydro[1,2,4]triazolo[4,3-a]pyridine-5-carboxylate C(C)(C)(C)OC(=O)[C@H]1CC[C@H](C=2N1C(N(N2)CC2=C(C=C(C=C2)F)F)=O)C |r|